FC1(OC(C(C(O1)(F)F)(F)F)(F)F)F perfluoro-1,3-dioxan